(4-bromo-1-methyl-1H-pyrazol-3-yl)-5-fluoropyridine BrC=1C(=NN(C1)C)C1=NC=C(C=C1)F